2-fluoro-5-((methylthio)methyl)aniline para-toluenesulphonate CC1=CC=C(C=C1)S(=O)(=O)O.FC1=C(N)C=C(C=C1)CSC